N-((7S)-2-(3-Amino-4,4,4-trifluoro-3-methylbut-1-yn-1-yl)-9-methyl-8-oxo-6,7,8,9-tetrahydro-5H-pyrido[2,3-b]azepin-7-yl)-4-phenoxypicolinamide NC(C#CC=1C=CC2=C(N(C([C@H](CC2)NC(C2=NC=CC(=C2)OC2=CC=CC=C2)=O)=O)C)N1)(C(F)(F)F)C